N-((1H-tetrazol-5-yl)methyl)-1-hydroxy-N,6,6,9-tetramethyl-3-pentyl-6a,7,8,10a-tetrahydro-6H-benzo[c]chromene-2-carboxamide N1N=NN=C1CN(C(=O)C=1C(=C2C3C(C(OC2=CC1CCCCC)(C)C)CCC(=C3)C)O)C